OB1OC2=C(C[C@@H]1NC([C@H](C1=CC=C(C=C1)P(=O)(O)O)NC(=O)N1C(N(CC1)S(=O)(=O)C)=O)=O)C=CC=C2C(=O)O (R)-2-hydroxy-3-((S)-2-(3-(methylsulfonyl)-2-oxoimidazolidine-1-carboxamido)-2-(4-phosphonophenyl)acetamido)-3,4-dihydro-2H-benzo[e][1,2]oxaborinine-8-carboxylic acid